4-oxo-4-phenylbutyraldehyde O=C(CCC=O)C1=CC=CC=C1